C(C)(C)(C)OC(=O)N1[C@H](CCC1)CNC=1C=2N(N=CC1C(N)=NC1=C(C=C(C=C1)O)CC)C=C(C2)C=2C(=NC=CC2)F tert-butyl-(R)-2-[[[3-[N'-(2-ethyl-4-hydroxy-phenyl)carbamimidoyl]-6-(2-fluoro-3-pyridyl)pyrrolo[1,2-b]pyridazin-4-yl]amino]methyl]pyrrolidine-1-carboxylate